(6S)-6-(2-Chloro-3-{[2-chloro-5-(trifluoromethyl)pyridin-3-yl]amino}phenyl)-2-imino-6-methyl-3-(tetrahydropyran-4-yl)hexahydropyrimidin-4-one ClC1=C(C=CC=C1NC=1C(=NC=C(C1)C(F)(F)F)Cl)[C@@]1(CC(N(C(N1)=N)C1CCOCC1)=O)C